2-[4-trans-[tert-butoxycarbonyl-[2-(tert-butoxycarbonylamino)ethyl]amino]cyclohexyl]acetic acid C(C)(C)(C)OC(=O)N(CCNC(=O)OC(C)(C)C)C1(CCCCC1)CC(=O)O